propionic acid-2-ethyl ester CCOC(CC)=O